N-(2-(2,6-dioxo-piperidin-3-yl)-1,3-dioxoisoindolin-5-yl)-4-methyl-benzenesulfonamide O=C1NC(CCC1N1C(C2=CC=C(C=C2C1=O)NS(=O)(=O)C1=CC=C(C=C1)C)=O)=O